C1C(CC2=CC=CC=C12)NC1=NC=C(C=N1)C=1C=C(C=C(C1)N1CCOCC1)NC(=O)[C@@H]1CC2=C(NN=N2)CC1 (S)-N-(3-(2-((2,3-dihydro-1H-inden-2-yl)amino)pyrimidin-5-yl)-5-morpholinophenyl)-4,5,6,7-tetrahydro-1H-benzo[d][1,2,3]triazole-5-carboxamide